ClC1=CC2=C(NC(=N2)C(N2C(C3=CC=CC=C3C2)=O)C2=C(C=CC=C2)O)C=C1Cl 2-((5,6-dichloro-1H-benzo[d]imidazole-2-yl)(2-hydroxyphenyl)methyl)isoindolin-1-one